C(C)(C)(C)C=1C=C(CNC[C@@H](CC(C2=CC=CC=C2)NC(OC(C)(C)C)=O)O)C=CC1 tert-butyl ((2S,3R)-4-((3-(tert-butyl)benzyl)amino)-3-hydroxy-1-phenylbutanyl)carbamate